(propylsulfonyloxyimino)-4-methylbenzonitrile C(CC)S(=O)(=O)ON=C1C(C#N)C=CC(=C1)C